C12C3C=CCC3C(C3OC31)C2 9-oxatetracyclo[5.3.1.02,6.08,10]undec-3-ene